C(C(C)C)C1=CC=C(C=C1)C(C)O 1-(4-isobutyl-phenyl)-ethanol